BrC1=CC=2C3=C(C=NC2C=C1F)N(C(C31CN(C1)C1CCC(CC1)O)=O)C 8'-Bromo-7'-fluoro-1-((1s,4s)-4-hydroxycyclohexyl)-3'-methylspiro[azetidine-3,1'-pyrrolo[2,3-c]quinolin]-2'(3'H)-one